2-chloro-N-(4-chloro-2-fluoro-phenyl)-5-[(2S)-2-(trifluoromethylsulfonylamino)propoxy]pyridine-3-carboxamide ClC1=NC=C(C=C1C(=O)NC1=C(C=C(C=C1)Cl)F)OC[C@H](C)NS(=O)(=O)C(F)(F)F